OCCOCCNC(OCC1C2=CC=CC=C2C=2C=CC=CC12)=O (9H-Fluoren-9-yl)methyl (2-(2-hydroxyethoxy)ethyl)carbamate